CN1C([C@]2(NOC(C=3NC=4C=CC=C(C4C32)C)(C3=CC=CC=C3)C3=CC=CC=C3)C3=CC=CC=C13)=O (S)-1,9'-dimethyl-4',4'-diphenyl-4',5'-dihydro-2'H-spiro[indol-3,1'-[1,2]oxazino[5,4-b]indol]-2-one